(cis)-3-[6-(2-bromoethoxy)-4-(trifluoromethyl)-1,3a-diaza-2-indenyl]-1-methylcyclobutanol BrCCOC=1C=C(N2C=C(N=C2C1)C1CC(C1)(O)C)C(F)(F)F